(S)-(1,3-dimethyl-1H-pyrazol-5-yl)(4-(7-methoxybenzo[d]oxazol-2-yl)-6,7-dihydro-1H-imidazo[4,5-c]pyridin-5(4H)-yl)methanone CN1N=C(C=C1C(=O)N1[C@@H](C2=C(CC1)NC=N2)C=2OC1=C(N2)C=CC=C1OC)C